C(C)(C)(C)OC(=O)N1[C@H](C[C@H](CC1)OCC=1C(=NOC1C1CC1)C1=C(C=CC=C1Cl)Cl)C (2S,4S)-4-((5-cyclopropyl-3-(2,6-dichlorophenyl)isoxazol-4-yl)methoxy)-2-methylpiperidine-1-carboxylic acid tert-butyl ester